1-((4-Chlorophenyl)sulfonyl)-3,5-dimethyl-4-tosyl-1H-pyrazole ClC1=CC=C(C=C1)S(=O)(=O)N1N=C(C(=C1C)S(=O)(=O)C1=CC=C(C)C=C1)C